NC=1N=NC(=CC1N1CC2CCC(C1)N2C2=NC=C(C=N2)C2CCN(CC2)CC2=CC=C(C=C2)N2C(NC(CC2)=O)=O)C2=C(C=CC=C2)O 1-(4-((4-(2-(3-(3-amino-6-(2-hydroxyphenyl)pyridazin-4-yl)-3,8-diazabicyclo[3.2.1]octan-8-yl)pyrimidin-5-yl)piperidin-1-yl)methyl)phenyl)dihydropyrimidine-2,4(1H,3H)-dione